(6RS,7SR)-7-amino-6-{[(4-ethoxycyclohexyl)oxy]methyl}-3-methyl-6,7,8,9-tetrahydro-4H-quinolizin-4-one N[C@@H]1[C@@H](N2C(C(=CC=C2CC1)C)=O)COC1CCC(CC1)OCC |r|